7-((5-chloropyridin-2-yl)methyl)-1-(3-hydroxypropyl)-3-methyl-8-(4-(trifluoromethyl)phenyl)-1H-purine-2,6(3H,7H)-dione ClC=1C=CC(=NC1)CN1C(=NC=2N(C(N(C(C12)=O)CCCO)=O)C)C1=CC=C(C=C1)C(F)(F)F